C(C1=CC=CC=C1)OC1=C(C(=CC(=C1C)O)O)C(=O)N1C(C2=CC=CC=C2C1)CO (2-(benzyloxy)-4,6-dihydroxy-3-methylphenyl)(1-(hydroxymethyl)isoindolin-2-yl)methanone